C(C1=CC=CC=C1)OC1N=CN=C(C1([2H])OCC1=CC=CC=C1)CN1C(=NN=C1)C1=CC=C(C=C1)I 4,5-bis(benzyloxy)-6-((3-(4-iodophenyl)-4H-1,2,4-triazol-4-yl)methyl)pyrimidine-5-d